ClCOCC[Si](C)(C)C (2-chloromethoxyethyl)-trimethylsilane